NC1=NN2C(C=C(C=C2)C=2C(=C(C(=O)NC[C@H]([C@H](O)C3=CC=C(C=C3)Cl)F)C(=CC2)C)F)=N1 3-(2-amino-[1,2,4]triazolo[1,5-a]pyridin-7-yl)-N-((2R,3R)-3-(4-chlorophenyl)-2-fluoro-3-hydroxypropyl)-2-fluoro-6-methylbenzamide